3-(1,4-dimethyl-1H-1,2,3-triazol-5-yl)-5H-pyrido[3,2-b]indole-7-carboxylic acid methyl ester COC(=O)C=1C=CC=2C3=C(NC2C1)C=C(C=N3)C3=C(N=NN3C)C